CC1=C2C(=CC=3C=4C=CC=CC4N(C13)C)C(=NC=C2)C(=O)O 5,6-dimethylpyrido[4,3-b]carbazole-1-carboxylic acid